FC(C1=CC=C(C=C1)[C@H](C)O)(F)F (S)-1-(4-(trifluoromethyl)phenyl)ethan-1-ol